2-(2-(3-(4-fluorophenyl)pyridin-2-yl)pyrrolidin-1-yl)-4,6-bis(trifluoro-methyl)pyridine FC1=CC=C(C=C1)C=1C(=NC=CC1)C1N(CCC1)C1=NC(=CC(=C1)C(F)(F)F)C(F)(F)F